N1(CCNCC1)C=CC(=O)N1CCN(CC1)C1=CC(=NC2=C(C(=C(C=C12)Cl)C1=CC=C(C2=C1N=C(S2)N)F)F)Cl 4-(4-piperazinylacrylpiperazin-1-yl)-7-(2-amino-7-fluorobenzo[d]thiazol-4-yl)-2,6-dichloro-8-fluoroquinolin